BrC1=CC(=NC=C1)[C@@H](CC)N[S@@](=O)C(C)(C)C (S)-N-((R)-1-(4-bromopyridin-2-yl)propyl)-2-methylpropane-2-sulfinamide